[NH4+].C(=O)(OC(C)(C)C)N1CCC(CC1)C1=CC=C(C=C1)C=O 1-boc-4-(4-formylphenyl)piperidine monoAmmonium